2-[(2-chloro-5-pyrimidin-2-yl-phenyl)methylamino]-5-propyl-4H-[1,2,4]triazolo[1,5-a]pyrimidin-7-one ClC1=C(C=C(C=C1)C1=NC=CC=N1)CNC1=NN2C(NC(=CC2=O)CCC)=N1